C1(=CC=CC=C1)C(=CC(=O)[O-])CCCC.[Na+] (E)-sodium 3-phenyl-2-heptenoate